(Z)-tetradec-9-en-1-ol C(CCCCCCC\C=C/CCCC)O